(R)-4-(2-(3-((5-chloro-4-(1H-pyrrolo[2,3-b]pyridine-3-yl)pyrimidin-2-yl)amino)pyrrolidin-1-yl)ethyl)piperidine-1-carboxylic acid tert-butyl ester C(C)(C)(C)OC(=O)N1CCC(CC1)CCN1C[C@@H](CC1)NC1=NC=C(C(=N1)C1=CNC2=NC=CC=C21)Cl